1-azidohexane N(=[N+]=[N-])CCCCCC